N-[3-chloro-4-[4-[2-(dimethylamino)acetyl]piperazine-1-carbonyl]phenyl]-5-[4-[3,5-dimethyl-1-(2-trimethylsilylethoxymethyl)pyrazol-4-yl]phenyl]-1-methyl-imidazole-2-carboxamide ClC=1C=C(C=CC1C(=O)N1CCN(CC1)C(CN(C)C)=O)NC(=O)C=1N(C(=CN1)C1=CC=C(C=C1)C=1C(=NN(C1C)COCC[Si](C)(C)C)C)C